C(CCCCCCCCCCCCCCC)N1C(=C(C(C=C1)=O)OCC=C)C N-hexadecyl-2-methyl-3-(2-propen-1-yloxy)-pyridin-4-one